1-amino-D-sorbitol NC(O)[C@H](O)[C@@H](O)[C@H](O)[C@H](O)CO